(E)-3-(1,3-benzodioxol-5-yl)-N-(2-methylsulfanylethyl)-N-phenyl-prop-2-enamide O1COC2=C1C=CC(=C2)/C=C/C(=O)N(C2=CC=CC=C2)CCSC